peroxyisovaleric acid C(CC(C)C)(=O)OO